1-Methyl-2-octylcyclohexan CC1C(CCCC1)CCCCCCCC